FC=1C=CC2=C(C=C(O2)[C@@H](C(C)C)NC(NC=2C=C(C(=O)N)C=CC2)=O)C1 |r| racemic-(3-(3-(1-(5-fluorobenzofuran-2-yl)-2-methylpropyl)ureido)benzamide)